3-azabicyclo[4.1.0]heptane C12CNCCC2C1